ClC1=CC=C(C=C1)OC(C1=CN=CC=C1)=O nicotinic acid 4-chlorophenyl ester